tetraethylammonium-1,2,4-triazole salt N1N=CN=C1.C(C)[N+](CC)(CC)CC